(9aRS)-7-[2,6-difluoro-4-(2-phenylethynyl)phenyl]-9a-methyl-2-(m-tolylmethyl)-4,9-dihydro-3H-pyrazino[1,2-c]pyrimidine-1,6,8-trione FC1=C(C(=CC(=C1)C#CC1=CC=CC=C1)F)N1C(N2[C@](CC1=O)(C(N(CC2)CC=2C=C(C=CC2)C)=O)C)=O |r|